tert-butyl (8'-fluoro-2',5'-dimethyl-5'H-spiro[cyclopropane-1,4'-[1,2,4]triazolo[1,5-a]quinoxalin]-6'-yl)carbamate FC1=CC(=C2N(C3(C=4N(C2=C1)N=C(N4)C)CC3)C)NC(OC(C)(C)C)=O